ClC1=C(C(=C(C(=N1)N1CCN(CCC1)C(=O)OC(C)(C)C)C#N)CC)C#N tert-butyl 4-(6-chloro-3,5-dicyano-4-ethylpyridin-2-yl)-1,4-diazepan-1-carboxylate